1-(4-(4-AMINO-1-CYCLOPROPYL-1H-PYRAZOLO[3,4-D]PYRIMIDIN-3-YL)-2-FLUOROPHENYL)-3-(2-FLUORO-4-(MORPHOLINOMETHYL)PHENYL)UREA NC1=C2C(=NC=N1)N(N=C2C2=CC(=C(C=C2)NC(=O)NC2=C(C=C(C=C2)CN2CCOCC2)F)F)C2CC2